BrC=1C=CC(=C2C=C(N=CC12)Cl)C(C(C)(F)F)O (8-bromo-3-chloroisoquinolin-5-yl)-2,2-difluoro-1-propanol